N1C(NC2(C3=CC=CC=C13)CC2)=S spiro[cyclopropane-1,4'-quinazoline]-2'(3'H)-thione